(S)-4-cyclopropyl-9-(2-isopropoxyethyl)-2-methyl-1-oxa-4,9-diazaspiro[5.5]undecan-3-one C1(CC1)N1C([C@@H](OC2(C1)CCN(CC2)CCOC(C)C)C)=O